(5-(5-((R)-1-(3,5-dichloropyridin-4-yl)ethoxy)-1-(tetrahydro-2H-pyran-2-yl)-1H-indazol-3-yl)pyridin-2-yl)thiomorpholin 1,1-dioxide ClC=1C=NC=C(C1[C@@H](C)OC=1C=C2C(=NN(C2=CC1)C1OCCCC1)C=1C=CC(=NC1)N1CCS(CC1)(=O)=O)Cl